C12C3=CC=4OCOC4C=C3C(C=C1)N2 5,7-dioxa-14-azatetracyclo[9.2.1.02,10.04,8]Tetradeca-2,4(8),9,12-tetraene